3-Phenyl-1H-pyrazole-4-carboxylic acid ethyl ester C(C)OC(=O)C=1C(=NNC1)C1=CC=CC=C1